5-(4-hydroxyphenyl)-2H-pyran-2-one OC1=CC=C(C=C1)C=1C=CC(OC1)=O